NC1=NC=2C=CC(=CC2C2=C1COC2)C(=O)N(CC2=NC=C(C=C2)C(F)(F)F)C21CC(C2)C1 4-amino-N-(bicyclo[1.1.1]pentan-1-yl)-N-((5-(trifluoromethyl)-2-pyridinyl)methyl)-1,3-dihydrofuro[3,4-c]quinoline-8-carboxamide